(2S)-2,6-diamino-N-[2-(1,3-Benzodioxol-5-yl)-1-methyl-ethyl]-N-methyl-hexanamide N[C@H](C(=O)N(C)C(CC1=CC2=C(OCO2)C=C1)C)CCCCN